4-(1-D-glucosyl-decan-2-yl)-1H-1,2,3-triazole C1([C@H](O)[C@@H](O)[C@H](O)[C@H](O1)CO)CC(CCCCCCCC)C=1N=NNC1